2-((5-(2-(4-chloro-2-fluorophenyl)-2,3-dihydrobenzo[b][1,4]dioxin-5-yl)tetrahydro-2H-pyran-2-yl)methyl)-1-(((S)-oxetan-2-yl)methyl)-1H-benzo[d]imidazole-6-carboxylic acid ClC1=CC(=C(C=C1)C1COC2=C(O1)C=CC=C2C2CCC(OC2)CC2=NC1=C(N2C[C@H]2OCC2)C=C(C=C1)C(=O)O)F